N-(Amino-ethyl)-amino-propyltrimethoxysilane NCCNCO[Si](OC)(OC)CCC